N-(2,2-difluoroethyl)-2,2-dimethoxyethylamine FC(CNCC(OC)OC)F